F[C@@H]1[C@@H](CC[C@H](C1)NCC=1C=2N(C=CC1)C=C(N2)C)NCC2=CC1=C(N(C(N1C)=O)C)C=C2 5-((((1R,2S,4R)-2-Fluoro-4-(((2-methylimidazo[1,2-a]pyridin-8-yl)methyl)amino)cyclohexyl)amino)methyl)-1,3-dimethyl-1,3-dihydro-2H-benzo[d]imidazol-2-one